FC1=C(C(=O)O)C(=CC=C1OC)F 2,6-difluoro-3-methoxybenzoic acid